(1S,2S)-(+)-N,N'-dimethyl-1,2-cyclohexanediamine CN[C@@H]1[C@H](CCCC1)NC